ON=C(C1=NC=C(C=C1)NC=1N=NN(C1)C1=NC=C(C=C1)C(F)(F)F)N N'-Hydroxy-5-((1-(5-(trifluoromethyl)pyridin-2-yl)-1H-1,2,3-triazol-4-yl)amino)picolinimidamide